C[C@@H]1N(C[C@H](N(C1)C1=NC=C(C=N1)C)C)C(=O)O[C@H](CC1=CNC(C(=C1)C(F)(F)F)=O)C (S)-1-(6-Oxo-5-(trifluoromethyl)-1,6-dihydropyridin-3-yl)propan-2-yl (2S,5R)-2,5-dimethyl-4-(5-methylpyrimidin-2-yl)piperazine-1-carboxylate